FC1=C(N)C=C(C=C1)C(C)C 2-fluoro-5-isopropylaniline